tert-butyl (2-(8-((3-chloro-5-(trifluoromethyl) phenyl)amino)-2-(cyclopentylamino)-9H-purin-9-yl)ethyl)(methyl)carbamate ClC=1C=C(C=C(C1)C(F)(F)F)NC=1N(C2=NC(=NC=C2N1)NC1CCCC1)CCN(C(OC(C)(C)C)=O)C